1-[2-(4-Bromo-2-chloro-3-methylphenoxy)ethyl]-4-methylpiperazine BrC1=C(C(=C(OCCN2CCN(CC2)C)C=C1)Cl)C